C(C)(=O)NCCCCCC(=O)O 6-Acetamidohexanoic acid